6-(trifluoromethyl)-2,3-dihydro-1H-indole FC(C1=CC=C2CCNC2=C1)(F)F